C(C)[C@H]1[C@@H](C1)N1C(C(=CC=C1)NC(=O)C=1C(=NC=2N(C1)C=C(N2)C21COC(C2)(C1)C)OC(C)C)=O N-(1-((1R,2R)-2-ethylcyclopropyl)-2-oxo-1,2-dihydropyridin-3-yl)-7-isopropoxy-2-(1-methyl-2-oxabicyclo[2.1.1]hexan-4-yl)imidazo[1,2-a]pyrimidine-6-carboxamide